FC1=NC(=CC(=C1C(=O)NC=1SC(=NN1)OC[Si](C)(C)C)C1=C(C(=NC=C1)OC)OC)C fluoro-2',3'-dimethoxy-6-methyl-N-(5-((trimethylsilyl)methoxy)-1,3,4-thiadiazol-2-yl)-[4,4'-bipyridine]-3-carboxamide